The molecule is an organophosphate oxoanion obtained by deprotonation of the diphosphate OH groups of [beta-D-Galf-(1->5)-beta-D-Galf-(1->6)]14-beta-D-Galf-(1->5)-beta-D-Galf-(1->4)-alpha-L-Rhap-(1->3)-alpha-D-GlcpNAc-1-diphospho-trans,octacis-decaprenol; major species at pH 7.3. It is a conjugate base of a [beta-D-Galf-(1->5)-beta-D-Galf-(1->6)]14-beta-D-Galf-(1->5)-beta-D-Galf-(1->4)-alpha-L-Rhap-(1->3)-alpha-D-GlcpNAc-1-diphospho-trans,octacis-decaprenol. C[C@H]1[C@@H]([C@H]([C@H]([C@@H](O1)O[C@@H]2[C@H]([C@H](O[C@@H]([C@H]2O)CO)OP(=O)([O-])OP(=O)([O-])OC/C=C(/C)\\CC/C=C(/C)\\CC/C=C(/C)\\CC/C=C(/C)\\CC/C=C(/C)\\CC/C=C(/C)\\CC/C=C(/C)\\CC/C=C(/C)\\CC/C=C(\\C)/CCC=C(C)C)NC(=O)C)O)O)O[C@H]3[C@@H]([C@H]([C@@H](O3)[C@@H](CO)O[C@H]4[C@@H]([C@H]([C@@H](O4)[C@@H](CO[C@H]5[C@@H]([C@H]([C@@H](O5)[C@@H](CO)O[C@H]6[C@@H]([C@H]([C@@H](O6)[C@@H](CO[C@H]7[C@@H]([C@H]([C@@H](O7)[C@@H](CO)O[C@H]8[C@@H]([C@H]([C@@H](O8)[C@@H](CO[C@H]9[C@@H]([C@H]([C@@H](O9)[C@@H](CO)O[C@H]1[C@@H]([C@H]([C@@H](O1)[C@@H](CO[C@H]1[C@@H]([C@H]([C@@H](O1)[C@@H](CO)O[C@H]1[C@@H]([C@H]([C@@H](O1)[C@@H](CO[C@H]1[C@@H]([C@H]([C@@H](O1)[C@@H](CO)O[C@H]1[C@@H]([C@H]([C@@H](O1)[C@@H](CO[C@H]1[C@@H]([C@H]([C@@H](O1)[C@@H](CO)O[C@H]1[C@@H]([C@H]([C@@H](O1)[C@@H](CO[C@H]1[C@@H]([C@H]([C@@H](O1)[C@@H](CO)O[C@H]1[C@@H]([C@H]([C@@H](O1)[C@@H](CO[C@H]1[C@@H]([C@H]([C@@H](O1)[C@@H](CO)O[C@H]1[C@@H]([C@H]([C@@H](O1)[C@@H](CO[C@H]1[C@@H]([C@H]([C@@H](O1)[C@@H](CO)O[C@H]1[C@@H]([C@H]([C@@H](O1)[C@@H](CO[C@H]1[C@@H]([C@H]([C@@H](O1)[C@@H](CO)O[C@H]1[C@@H]([C@H]([C@@H](O1)[C@@H](CO[C@H]1[C@@H]([C@H]([C@@H](O1)[C@@H](CO)O[C@H]1[C@@H]([C@H]([C@@H](O1)[C@@H](CO[C@H]1[C@@H]([C@H]([C@@H](O1)[C@@H](CO)O[C@H]1[C@@H]([C@H]([C@@H](O1)[C@@H](CO[C@H]1[C@@H]([C@H]([C@@H](O1)[C@@H](CO)O[C@H]1[C@@H]([C@H]([C@@H](O1)[C@@H](CO[C@H]1[C@@H]([C@H]([C@@H](O1)[C@@H](CO)O[C@H]1[C@@H]([C@H]([C@@H](O1)[C@@H](CO)O)O)O)O)O)O)O)O)O)O)O)O)O)O)O)O)O)O)O)O)O)O)O)O)O)O)O)O)O)O)O)O)O)O)O)O)O)O)O)O)O)O)O)O)O)O)O)O)O)O)O)O)O)O)O)O)O)O)O)O)O)O)O)O)O)O)O)O)O)O)O)O)O)O)O